4-(aminomethyl)-6-(3-(trifluoromethyl)-1H-pyrrolo[2,3-b]pyridin-5-yl)phthalazin-1(2H)-one NCC1=NNC(C2=CC=C(C=C12)C=1C=C2C(=NC1)NC=C2C(F)(F)F)=O